(S)-N-((R)-1-(3,5-difluoropyridin-2-yl)-2,2,2-trifluoroethyl)-2-methylpropane-2-sulfinamide FC=1C(=NC=C(C1)F)[C@H](C(F)(F)F)N[S@@](=O)C(C)(C)C